CC1(OB(OC1(C)C)B1OC(C(O1)(C)C)(C)C)C 4,4,4',4',5,5,5',5'-octamethyl-2,2'-bi-1,3,2-dioxaborolan